C12C(CC(C=C1)C2)COC(=O)N[C@H](C(=O)N[C@H](C(S(=O)(=O)[O-])O)C[C@H]2C(NCC2)=O)CC(C)C.[Na+] Sodium (2S)-2-((2S)-2-(((bicyclo[2.2.1]hept-5-en-2-ylmethoxy)carbonyl)amino)-4-methylpentanamido)-1-hydroxy-3-((S)-2-oxopyrrolidin-3-yl)propane-1-sulfonate